CC(=O)OCC(CCN1C=NC2=CN=C(N=C21)N)COC(=O)C The molecule is 2-Amino-9H-purine in which the hydrogen at position 9 is substituted by a 4-acetoxy-3-(acetoxymethyl)but-1-yl group. A prodrug of the antiviral penciclovir, it is used for the treatment of acute herpes zoster (shingles), for the treatment or suppression of recurrent genital herpes in immunocompetent patients and for the treatment of recurrent mucocutaneous herpes simplex infections in HIV infected patients. It has a role as a prodrug and an antiviral drug. It is a member of 2-aminopurines and an acetate ester.